O-methoxyethoxyribose tert-butyl-N-[1-(2-methoxy-2-methylpropanoyl)piperidin-4-yl]carbamate C(C)(C)(C)N(C(O)=O)C1CCN(CC1)C(C(C)(C)OC)=O.COCCOO[C@@H](C=O)[C@H](O)[C@H](O)CO